FC(COC1=CC=C(C=C1)C1=NC(=CC2=C1CN(C2=O)C2=CC=C(C=C2)C(C)(C)O)C2(COC2)C)F 4-[4-(2,2-difluoroethoxy)phenyl]-2-[4-(2-hydroxypropan-2-yl)phenyl]-6-(3-methyloxetan-3-yl)-2,3-dihydro-1H-pyrrolo[3,4-c]pyridin-1-one